6-chloro-4-(3-(4-fluorophenyl)-1-methyl-1H-pyrazol-4-yl)-7-methoxypyrido[3,2-d]pyrimidine ClC=1C(=CC=2N=CN=C(C2N1)C=1C(=NN(C1)C)C1=CC=C(C=C1)F)OC